C(C)(C)C1C(=O)OC1 isopropylpropiolactone